N1=CNC2=C1C=CC=C2.[Na] sodium benzimidazol